3-benzyl-1-(trans-4-((5-cyanopyridin-2-yl)amino)cyclohexyl)-1-(6-(6-oxo-1,6-dihydropyridin-3-yl)-pyridazin-3-yl)urea C(C1=CC=CC=C1)NC(N(C=1N=NC(=CC1)C1=CNC(C=C1)=O)[C@@H]1CC[C@H](CC1)NC1=NC=C(C=C1)C#N)=O